N1(CCCCC1)CCOC1CN(CC1)C1=NC=CC2=C1C=C(S2)C=2C(NC(NC2)=O)=O 5-[4-[3-[2-(1-Piperidinyl)ethoxy]pyrrolidin-1-yl]thieno[3,2-c]pyridin-2-yl]-1H-pyrimidine-2,4-dione